(S)-4-(2-(2-methylazetidin-1-yl)-6-(trifluoromethyl)pyrimidin-4-yl)-1-(2-oxo-2-(piperazin-1-yl)ethyl)piperazin-2-one C[C@@H]1N(CC1)C1=NC(=CC(=N1)N1CC(N(CC1)CC(N1CCNCC1)=O)=O)C(F)(F)F